C(C)(C)(C)OOC(CCC(=O)O)(C)OOC(C)(C)C 4,4-bis(t-butylperoxy)valeric acid